4-(1H-pyrazol-4-yl)-1H-pyrrolo[2,3-c]pyridine trifluoroacetate FC(C(=O)O)(F)F.N1N=CC(=C1)C1=C2C(=CN=C1)NC=C2